FC(C1=CC=C2C=C(NC2=C1)C(=O)O)(F)F 6-(trifluoromethyl)-1H-indole-2-carboxylic acid